3-(8-(8-(((3s,5s,7s)-adamantan-1-yl)amino)octyl)-2-methyl-4-oxoquinazolin-3(4H)-yl)piperidine-2,6-dione Methyl-4-methoxy-2-(2-methyl-4-(trifluoromethyl)phenyl)quinoline-7-carboxylate COC(=O)C1=CC=C2C(=CC(=NC2=C1)C1=C(C=C(C=C1)C(F)(F)F)C)OC.C12(CC3CC(CC(C1)C3)C2)NCCCCCCCCC=2C=CC=C3C(N(C(=NC23)C)C2C(NC(CC2)=O)=O)=O